N-(4-methoxybenzyl)anilinium chloride [Cl-].COC1=CC=C(C[NH2+]C2=CC=CC=C2)C=C1